N-(5-(3,5-difluorobenzyl)-1H-indazol-3-yl)-4-(4-(3-(1-(2,6-dioxopiperidin-3-yl)-1H-benzo[d]imidazol-5-yl)prop-2-yn-1-yl)piperazin-1-yl)-2-((tetrahydro-2H-pyran-4-yl)amino)benzamide FC=1C=C(CC=2C=C3C(=NNC3=CC2)NC(C2=C(C=C(C=C2)N2CCN(CC2)CC#CC2=CC3=C(N(C=N3)C3C(NC(CC3)=O)=O)C=C2)NC2CCOCC2)=O)C=C(C1)F